NC=1C(=C(C(=O)O)C=C(C1)N)CCCCCCCCCCCOC1=CC=C(C=C1)\C=C\C(C1=CC=C(C=C1)C1=CC=C(C=C1)CCCCC)=O 3,5-Diamino-2-[11-[4-[(E)-3-oxo-3-[4-(4-pentylphenyl)phenyl]prop-1-enyl]phenoxy]undecyl]benzoic acid